C(C)(C)(C)OC(=O)N1C=CC2=C(C(=CC(=C12)C)C)CN1[C@H](CC2(CC(C2)(F)F)CC1)C=1C=NC(=CC1)C(=O)OC (R)-4-((2,2-difluoro-6-(6-(methoxycarbonyl)pyridin-3-yl)-7-azaspiro[3.5]non-7-yl)methyl)-5,7-dimethyl-1H-indole-1-carboxylic acid tert-butyl ester